rac-4-(((R)-1-(3,3-difluoro-2,3-dihydrobenzofuran-7-yl)ethyl)amino)-6-((1s,4S)-1,4-dihydroxycyclohexyl)-2-methylpyrido[2,3-d]pyrimidin-7(8H)-one FC1(COC2=C1C=CC=C2[C@@H](C)NC=2C1=C(N=C(N2)C)NC(C(=C1)C1(CCC(CC1)O)O)=O)F |r|